tert-butyl 4-[(6-cyano-3-methoxy-5-nitro-2-pyridyl)oxy]piperidine-1-carboxylate C(#N)C1=C(C=C(C(=N1)OC1CCN(CC1)C(=O)OC(C)(C)C)OC)[N+](=O)[O-]